3-(4-chlorothien-2-yl)-3-oxo-propionitrile ClC=1C=C(SC1)C(CC#N)=O